[C@H]12CNC[C@@H]2C1C#N (1R,5S,6r)-3-azabicyclo[3.1.0]hexane-6-carbonitrile